5-[[1-cyclopentyl-3-(difluoromethyl)-4-methyl-2-oxo-1,6-naphthyridin-7-yl]amino]pyrazine C1(CCCC1)N1C(C(=C(C2=CN=C(C=C12)NC=1N=CC=NC1)C)C(F)F)=O